C[C@H]1[C@@H](CC[C@H]2CC[C@]3([C@@]4(CC[C@@H]5[C@](CC=6C(=NC(=NC6C5(C)C)C)N5CCCC5)([C@H]4CC=C3[C@H]12)C)C)C)C (1S,2R,4aS,6aS,6bR,8aR,14aR,14bR,16bS)-1,2,6a,6b,9,9,11,14a-octamethyl-13-(pyrrolidin-1-yl)-1,2,3,4,4a,5,6,6a,6b,7,8,8a,9,14,14a,14b,15,16b-octadecahydrochryseno[1,2-g]Quinazolin